5-bromo-3-((2,3-dichloro-phenylimino)meth-yl)benzene-1,2-diol BrC1=CC(=C(C(=C1)O)O)C=NC1=C(C(=CC=C1)Cl)Cl